ClC1=NC(=C2C(=N1)N(N=C2)[C@H]2[C@@H]([C@@H]([C@H](O2)COC=2C=C(CP(O)(O)=O)C=CC2)O)O)N2CC1(C2)CCCCC1 (3-(((2R,3S,4R,5R)-5-(6-chloro-4-(2-azaspiro[3.5]nonan-2-yl)-1H-pyrazolo[3,4-d]pyrimidin-1-yl)-3,4-dihydroxytetrahydrofuran-2-yl)methoxy)benzyl)phosphonic acid